tert-butyl 4-[2-(2-methylindazol-5-yl)thieno[3,2-c]pyrazol-5-yl]piperidine-1-carboxylate CN1N=C2C=CC(=CC2=C1)N1N=C2C(=C1)SC(=C2)C2CCN(CC2)C(=O)OC(C)(C)C